CN1C(=NC2=CC(=CC=C2C1=O)C(=O)N)CSC1CCOCC1 methyl-4-oxo-2-(((tetrahydro-2H-pyran-4-yl)thio)methyl)-3,4-dihydroquinazolin-7-carboxamide